(3-(cyclopentylsulfanyl)pyridin-2-yl)methylamine C1(CCCC1)SC=1C(=NC=CC1)CN